CN1N=NC(=C1CN1N=CC(=CC1=O)N1CC(C1)OCC(F)(F)F)C1=NC=C(C=N1)C(F)(F)F 2-[[3-methyl-5-[5-(trifluoromethyl)pyrimidin-2-yl]triazol-4-yl]methyl]-5-[3-(2,2,2-trifluoroethoxy)azetidin-1-yl]pyridazin-3-one